4-hydroxy-α,6-dimethyl-1,3-dioxane-2-ethanol OC1OC(OC(C1)C)CC(O)C